ClC1=CC=C(C(=C1)Cl)Cl 2,4,5-trichlorobenzene